[4-[[3-(2,3-difluoro-4-methoxy-phenyl)imidazo[1,2-a]pyrazin-8-yl]amino]-2-methyl-phenyl]-[4-[(3S,4R)-3-hydroxypiperidine-4-carbonyl]piperazin-1-yl]methanone hydrochloride Cl.FC1=C(C=CC(=C1F)OC)C1=CN=C2N1C=CN=C2NC2=CC(=C(C=C2)C(=O)N2CCN(CC2)C(=O)[C@H]2[C@@H](CNCC2)O)C